C(#N)C1=CC=CC2=C1O[C@H](CN2)[C@@H](C2=CC=CC=C2)NC[C@H](C)C=2C=C(C=CC2OC)CC(=O)O |&1:21| 2-(3-((R and S)-1-(((R)-((R)-8-cyano-3,4-dihydro-2H-benzo[b][1,4]oxazin-2-yl)(phenyl)methyl)amino)propan-2-yl)-4-methoxyphenyl)acetic acid